BrC=1C=C(C=CC1[C@H](C)OC)O (S)-3-bromo-4-(1-methoxyethyl)phenol